CC1=NC=CC=C1CNC1=CC=C2C(=N1)CN(C2=O)CCNC(C)=O N-(2-(2-(((2-methylpyridin-3-yl)methyl)amino)-5-oxo-5,7-dihydro-6H-pyrrolo[3,4-b]pyridin-6-yl)ethyl)acetamide